N-{[4-(2,3-dihydro-1-benzofuran-7-sulfonyl)phenyl]methyl}imidazo[1,2-a]pyrimidine-6-carboxamide O1CCC2=C1C(=CC=C2)S(=O)(=O)C2=CC=C(C=C2)CNC(=O)C=2C=NC=1N(C2)C=CN1